[N+](=O)([O-])C=1C=NC(=NC1)NC1CC(C1)O (1S,3S)-3-((5-nitropyrimidin-2-yl)amino)cyclobutan-1-ol